4-((5-(1-(azetidin-1-yl)-2-methyl-1-oxopropan-2-yl)pyridin-2-yl)amino)-6-(2,6-difluorophenyl)pyridazine-3-carboxamide N1(CCC1)C(C(C)(C)C=1C=CC(=NC1)NC1=C(N=NC(=C1)C1=C(C=CC=C1F)F)C(=O)N)=O